[N+](=O)([O-])C1=CC=C(OC(=O)OC(CCCCCCCCC(=O)OCC(CCCCC)CCCCC)CCCCCC)C=C1 2-Pentylheptyl 10-(((4-nitrophenoxy)carbonyl)oxy)hexadecanoate